C(C)OC(=O)C1=C(C2=C(CCC=3C=NNC23)O1)C.FC1=C(C=CC=C1)[C@@H](C)N1N=C2C3=C(CCC2=C1)OC(=C3C)C(=O)OCC |r| ethyl 2-[(1RS)-1-(2-fluorophenyl)ethyl]-8-methyl-4,5-dihydro-2H-furo[2,3-g]indazole-7-carboxylate Ethyl-8-methyl-4,5-dihydro-1H-furo[2,3-g]indazole-7-carboxylate